C(C)(=O)OCCCCCC\C=C/CC (Z)-dec-7-en-1-yl acetate